3-((2-tert-butoxy-2-oxoethyl)amino)benzo[e][1,2,4]triazine-1,4-dioxide C(C)(C)(C)OC(CNC=1N=[N+](C2=C([N+]1[O-])C=CC=C2)[O-])=O